C(C)(=O)NCCC1=CNC2=CC=C(C=C12)OC(CCCC(=O)O)=O 5-((3-(2-acetamidoethyl)-1H-indol-5-yl)oxy)-5-oxopentanoic acid